C(C)(C)(C)OC(N(C1CCN(CC1)C1=C(C=CC=C1C)F)CC=1C(=NN(C1)C)N)=O (3-Amino-1-methyl-1H-pyrazol-4-ylmethyl)-[1-(2-fluoro-6-methyl-phenyl)-piperidin-4-yl]-carbamic acid tert-butyl ester